COC1=C(C(=NC=C1C)CS(=O)C1=NC2=C(N1)C=CC(=C2)OC(C(C)C)=O)C isobutyric acid 2-(((4-methoxy-3,5-dimethylpyridin-2-yl) methyl) sulfinyl)-1H-benzo[d]imidazol-5-yl ester